(1H-pyrazol-4-yl)-methanone N1N=CC(=C1)C=O